Acetyltri-n-Butylcitral C(C)(=O)CC(C(CCCC)(CCCC)CCCC)=CCCC(C)=CC=O